NC=1C(=C2C(=NC1)OCC2)N2C[C@H](C[C@H](C2)C(F)(F)F)NC(OC(C)(C)C)=O tert-Butyl [(3S,5R)-1-(5-amino-2,3-dihydrofuro[2,3-b]pyridin-4-yl)-5-(trifluoromethyl)piperidin-3-yl]carbamate